6-cyclohexyl-4-(t-butyldimethylsilyl)-1-hexen-5-yn-4-ol C1(CCCCC1)C#CC(CC=C)(O)[Si](C)(C)C(C)(C)C